1-(4-(2-chloro-3-(2-hydroxy-2-methylpropoxy)benzyl)piperazine-1-carbonyl)-1H-pyrazole-3-carboxylic acid ClC1=C(CN2CCN(CC2)C(=O)N2N=C(C=C2)C(=O)O)C=CC=C1OCC(C)(C)O